BrC1=C(C(=CC=C1F)C)CC(C(=O)N)(C)C (2-bromo-3-fluoro-6-methyl-phenyl)-2,2-dimethyl-propionamide